ClC=1N=C(C2=C(N1)CC(N(C2)C)=O)OC2=NC=1C=CC3=C(C1N=C2)C2=C(S3)C(NC(CN2)C)=O 3-((2-chloro-6-methyl-7-oxo-5,6,7,8-tetrahydropyrido[4,3-d]pyrimidin-4-yl)oxy)-10-methyl-9,10,11,12-tetrahydro-8H-[1,4]diazepino[5',6':4,5]thieno[3,2-f]quinoxalin-8-one